C(C)C(C(=O)OC[C@H]1N(CC(C1)(F)F)C1=NN(C2=CC=CC(=C12)Cl)S(=O)(=O)C1=CC=C(C=C1)C)CC [(2S)-1-[4-chloro-1-(p-tolylsulfonyl)indazol-3-yl]-4,4-difluoro-pyrrolidin-2-yl]methanol ethylbutyrate